5-chloro-1-methyl-3-(tetrahydro-2H-pyran-4-yl)-1,3-dihydro-[1,2,5]thiadiazole ClN1CC(NS1C)C1CCOCC1